4-fluoro-1-(3-pyrimidin-4-yl-1H-pyrrolo[2,3-b]pyridin-4-yl)piperidin-3-amine FC1C(CN(CC1)C1=C2C(=NC=C1)NC=C2C2=NC=NC=C2)N